3-[(3-bromo-4-fluoro-phenoxy)methyl]pyridine-2-carbonitrile BrC=1C=C(OCC=2C(=NC=CC2)C#N)C=CC1F